CC=1CN(C2=CC(=CC=C2N1)C(F)(F)F)CC 3-methyl-1-ethyl-7-trifluoromethylquinoxalin